[Na].[Sn] tin-sodium